Cl.CN1N=C(C2=CC=CC(=C12)N1CCC(CC1)C(C)N1CCNCC1)C1C(NC(CC1)=O)=O 3-(1-methyl-7-(4-(1-(piperazin-1-yl)ethyl)piperidin-1-yl)-1H-indazol-3-yl)piperidine-2,6-dione Hydrochloride